N-((4-methylpyrimidin-5-yl)methyl)methanamine hydrochloride Cl.CC1=NC=NC=C1CNC